1-isopropylsulfonylindazol-4-amine C(C)(C)S(=O)(=O)N1N=CC=2C(=CC=CC12)N